C(OC=1C=C(C=C(C1)OC([2H])([2H])[2H])[C@@H](CNC(=O)C1=NC(=CN=C1)C=1C=NC(=CC1)OC([2H])([2H])[2H])O)([2H])([2H])[2H] (S)-N-(2-(3,5-bis(methoxy-d3)phenyl)-2-hydroxyethyl)-6-(6-(methoxy-d3)pyridin-3-yl)pyrazine-2-carboxamide